ClC(C1=NC(=NO1)C1=CC(=C(C=C1)P(NC)(=O)C)F)(F)F P-(4-(5-(chlorodifluoromethyl)-1,2,4-oxadiazol-3-yl)-2-fluorophenyl)-N,P-dimethylphosphinic amide